C(C)[C@@H]1N(CC[C@@H](C1)C(=O)NC1CCC(CC1)(C(F)(F)F)O)C(=O)C1=NNC(=C1)C1=CC(=NC=C1F)OC (2S,4S)-2-ethyl-1-(5-(5-fluoro-2-methoxypyridin-4-yl)-1H-pyrazole-3-carbonyl)-N-((1r,4S)-4-hydroxy-4-(trifluoromethyl)cyclohexyl)piperidine-4-carboxamide